FC1=CC(=C(C=2C=3C(C(NC12)(C)C)=CNN3)C)C=3C=C(C=C1C(=CNC31)C)F 6-Fluoro-8-(5-fluoro-3-methyl-1H-indol-7-yl)-4,4,9-trimethyl-2,5-dihydropyrazolo[4,3-c]chinolin